C(C)N1C(=NC(=C1)C(F)(F)F)C1=CC=C(CN2C=3N(CCC2=O)N=C(N3)C3=C(C=NN3C(C)C)OC)C=C1 4-(4-(1-ethyl-4-(trifluoromethyl)-1H-imidazol-2-yl)benzyl)-2-(1-isopropyl-4-methoxy-1H-pyrazol-5-yl)-6,7-dihydro-[1,2,4]triazolo[1,5-a]pyrimidin-5(4H)-one